C(CC)OCN(C1=NC(=NC(=N1)N(COCCC)COCCC)NCOCCC)COCCC N,N,N',N',N''-Pentakis-propoxymethyl-[1,3,5]triazin-2,4,6-triamin